tert-butyl N-(1-(2-(difluoromethoxy)pyridin-4-yl)-2-hydroxyethyl)carbamate FC(OC1=NC=CC(=C1)C(CO)NC(OC(C)(C)C)=O)F